3-((S)-3-((R)-8-(2-fluoro-5-methylbenzenesulfonyl)-1-oxa-8-azaspiro[4.5]dec-3-ylamino)-2-hydroxypropoxy)-N-methylbenzenesulfonamide FC1=C(C=C(C=C1)C)S(=O)(=O)N1CCC2(C[C@H](CO2)NC[C@@H](COC=2C=C(C=CC2)S(=O)(=O)NC)O)CC1